1-(2,5,6-trimethyl-cyclohexa-1,3-dien-1-yl)but-2-en-1-one CC1=C(C(C(C=C1)C)C)C(C=CC)=O